FC1=CC(=C(C=C1)C(N1CCN(CC1)C(=O)OCC)C1=CC=C(C=C1)F)OC ethyl 4-((4-fluoro-2-methoxyphenyl)(4-fluorophenyl)methyl)piperazine-1-carboxylate